1-(4-(2-bromoethoxy)phenyl)-5-(4-methoxyphenyl)-1,4-pentadien-3-one BrCCOC1=CC=C(C=C1)C=CC(C=CC1=CC=C(C=C1)OC)=O